(4-fluoro-3-(5-(2-methyl-[1,1'-biphenyl]-3-yl)-1,3,4-oxadiazol-2-yl)benzyl)glycine sodium sulphite salt S(=O)([O-])[O-].[Na+].FC1=C(C=C(CNCC(=O)O)C=C1)C=1OC(=NN1)C=1C(=C(C=CC1)C1=CC=CC=C1)C.[Na+]